C(C1=CC=CC=C1)N1[C@@H](C[C@@H]1CO)[C@H](C(=O)NC(C)(C)C)O |&1:13| rac-(2R)-2-[(2S,4R)-1-benzyl-4-(hydroxymethyl)azetidin-2-yl]-N-tert-butyl-2-hydroxyacetamide